C1(=CCCCC1)C=1N=C(SC1SC(C)C)N1N=C(C(=C1C(=O)O)C1=CC(=CC=C1)F)C 1-(4-(cyclohex-1-en-1-yl)-5-(isopropylsulfanyl)thiazol-2-yl)-4-(3-fluorophenyl)-3-methyl-1H-pyrazole-5-carboxylic acid